BrC=1C=NC(=NC1)C1(CC(C1)(C)C#N)NSC(C)(C)C (S)-N-((1s,3R)-1-(5-bromopyrimidin-2-yl)-3-cyano-3-methylcyclobutyl)-2-methylpropane-2-sulfenamide